C(C)C(COCCC(=O)N(C)C)CCCC 3-(2-ethylhexyl-oxy)-N,N-dimethylpropionamide